2-methyl-6-(5-nitro-1,3-benzoxazol-2-yl)-2,3-dihydropyridazin-3-one CN1N=C(C=CC1=O)C=1OC2=C(N1)C=C(C=C2)[N+](=O)[O-]